oxalic acid europium [Eu].C(C(=O)O)(=O)O